(R)-7-(hydroxymethyl)-4,8-dimethyl-2-(((1R,3R)-3-(3,4,5-trifluorophenoxy)cyclobutyl)amino)-7,8-dihydropteridin-6(5H)-one OC[C@@H]1C(NC=2C(=NC(=NC2N1C)NC1CC(C1)OC1=CC(=C(C(=C1)F)F)F)C)=O